2-(2-fluoro-5-methylpyridin-4-yl)-3-isopropyl-5-(piperidin-4-yl)-1H-indole FC1=NC=C(C(=C1)C=1NC2=CC=C(C=C2C1C(C)C)C1CCNCC1)C